NC1=C2N=CN(C2=NC=N1)CCO 2-(6-amino-9H-purin-9-yl)ethanol